BrC(C(OC=1C=C2CCC(N(C2=NC1)C1CC(C1)(C([2H])([2H])[2H])O)=O)([2H])[2H])([2H])[2H] 6-[2-bromo(1,1,2,2-2H4)ethoxy]-1-[(cis)-3-hydroxy-3-(2H3)methylcyclobutyl]-1,2,3,4-tetrahydro-1,8-naphthyridin-2-one